Cl.COC(=O)C1=CC[C@@H](C1)N (4S)-4-aminocyclopent-1-ene-1-carboxylic acid methyl ester hydrochloride